1,3-bis(3-mercaptopropyloxy)benzene SCCCOC1=CC(=CC=C1)OCCCS